(3-bromophenyl)-(4-methyl-1,2,4-triazol-3-yl)-phenyl-methanol BrC=1C=C(C=CC1)C(O)(C1=CC=CC=C1)C1=NN=CN1C